N1=CC(=CC=C1)C=1C(=NC=CC1)C(=O)N (Pyridin-3-yl)picolinamide